(R,E)-3-(5-(1-methyl-1H-pyrazol-4-yl)-1H-pyrrolo[2,3-b]pyridin-3-yl)-N-(1-(3-methylbenzo[d]isoxazol-5-yl)ethyl)acrylamide CN1N=CC(=C1)C=1C=C2C(=NC1)NC=C2/C=C/C(=O)N[C@H](C)C=2C=CC1=C(C(=NO1)C)C2